6-chloro-7-fluoro-2-methyl-quinazoline-4-thiol ClC=1C=C2C(=NC(=NC2=CC1F)C)S